cyclopropyl-(4-(((2R,3R,4R,5S)-3,4,5-trihydroxy-2-methylpiperidin-1-yl)methyl)piperidin-1-yl)methanone C1(CC1)C(=O)N1CCC(CC1)CN1[C@@H]([C@H]([C@@H]([C@H](C1)O)O)O)C